[N+](=O)([O-])C=1C(=C2C(=NC1)OCC2)N2C[C@H](C[C@H](C2)C(F)(F)F)NC(OC(C)(C)C)=O tert-Butyl ((3S,5R)-1-(5-nitro-2,3-dihydrofuro(2,3-b)pyridin-4-yl)-5-(trifluoromethyl)piperidin-3-yl)carbamate